CC1=C(C=2N(N=C1N1CC=3C=C(C=NC3CC1)N1CCOCC1)C(=NN2)C(F)(F)F)C 4-(6-(7,8-dimethyl-3-(trifluoromethyl)-[1,2,4]triazolo[4,3-b]pyridazin-6-yl)-5,6,7,8-tetrahydro-1,6-naphthyridin-3-yl)morpholine